F[C@@H]1CC=2N(C=NC2C(C(=O)OCC)N2N=C3C=C(C=C(C3=C2)F)I)C1 ethyl 2-((R)-6-fluoro-6,7-dihydro-5H-pyrrolo[1,2-c]imidazol-1-yl)-2-(4-fluoro-6-iodo-2H-indazol-2-yl)acetate